C(C)N(CCCC)CC N,N-diethylbutane-1-amine